(R)-4-(4-fluorobenzyl)-N-(1-isopropylpyrrolidin-3-yl)-3,4-dihydroquinoxaline-1(2H)-carboxamide FC1=CC=C(CN2CCN(C3=CC=CC=C23)C(=O)N[C@H]2CN(CC2)C(C)C)C=C1